FC1(CC(C1)CNC(=O)C=1C=NN2C1C=C(C=C2)C2=CNC=1N=C(N=CC12)NCC1(CCCCC1)F)F N-((3,3-difluorocyclobutyl)methyl)-5-(2-(((1-fluorocyclohexyl)methyl)amino)-7H-pyrrolo[2,3-d]pyrimidin-5-yl)pyrazolo[1,5-a]pyridine-3-carboxamide